COC1=CC=C(C=C1)CN(C1=NC=C2C=C(C=NC2=C1)C=1C=C(C=CC1C)NC(=O)C1=NOC2=C1CC(CC2)C)C N-[3-[7-[(4-methoxyphenyl)methyl-methyl-amino]-1,6-naphthyridin-3-yl]-4-methyl-phenyl]-5-methyl-4,5,6,7-tetrahydro-1,2-benzoxazole-3-carboxamide